Hexan-6-amine CCCCCCN